COC(CN1CCN(CC1)C1=CC=C(C=C1)B1OC(C(O1)(C)C)(C)C)OC 1-(2,2-dimethoxyethyl)-4-[4-(4,4,5,5-tetramethyl-1,3,2-dioxaborolan-2-yl)phenyl]piperazine